C(C)C=1N=C2N(C=C(C=C2)C=2C=NC(=NC2)NC2CCNCC2)C1N(C=1SC(=C(N1)C1=CC=C(C=C1)F)C#N)C 2-((2-ethyl-6-(2-(piperidin-4-ylamino)pyrimidin-5-yl)imidazo[1,2-a]pyridin-3-yl)(methyl)amino)-4-(4-fluorophenyl)thiazole-5-carbonitrile